(1-Ethyl-2,3,4,5-tetramethylcyclopentadienyl)(2-isopropylindenyl)zirconium diiodide [I-].[I-].C(C)C1(C(=C(C(=C1C)C)C)C)[Zr+2]C1C(=CC2=CC=CC=C12)C(C)C